CC1=CN=C(O1)NCC1=C(C(=CC=C1)N)N 3-(((5-methyl-oxazol-2-yl)amino)methyl)benzene-1,2-diamine